7-fluoroisoquinolin-1-one FC1=CC=C2C=CNC(C2=C1)=O